(2R,3S,4S,5S)-2-(((tert-butyldiphenylsilyl)oxy)methyl)-2-cyano-5-(4-(((E)-(dimethylamino)methylene)amino)pyrrolo[2,1-f][1,2,4]triazin-7-yl)tetrahydrofuran [Si](C1=CC=CC=C1)(C1=CC=CC=C1)(C(C)(C)C)OC[C@]1(O[C@@H](CC1)C1=CC=C2C(=NC=NN21)/N=C/N(C)C)C#N